(1R,3S)-3-(3-{[(3-methyl-1,2-oxazol-5-yl)acetyl]-amino}-1H-pyrazol-5-yl)-cyclopentyl methyl(propan-2-yl)carbamate CN(C(O[C@H]1C[C@H](CC1)C1=CC(=NN1)NC(CC1=CC(=NO1)C)=O)=O)C(C)C